NC1=NC=2C=NC(=CC2C2=C1COC2)C(=O)N2[C@H](COCC2)C=2SC(=CC2)C(F)(F)F (4-amino-1,3-dihydrofuro[3,4-c][1,7]naphthyridin-8-yl)((3R)-3-(5-(trifluoromethyl)-2-thienyl)-4-morpholinyl)methanone